C(C)(C)(C)OC(=O)O[C@@H]1[C@H]([C@H](N(C1)C(=O)OC(C)(C)C)CC1=CC=C(C=C1)OC)OC(NCCN1C(=NC=C1)[N+](=O)[O-])=O tert-butyl (2R,3S,4S)-4-[(tert-butoxycarbonyl)oxy]-2-[(4-methoxyphenyl)methyl]-3-({[2-(2-nitroimidazol-1-yl)ethyl]carbamoyl}oxy)pyrrolidine-1-carboxylate